C(#N)CCCC(=O)N1CC(C1)(C(=O)NC=1C(=NC(=CC1)C)OC(F)F)C1=C(C=CC=C1)C(C)C 1-(4-cyanobutyryl)-N-(2-(difluoromethoxy)-6-methylpyridin-3-yl)-3-(2-isopropylphenyl)azetidine-3-carboxamide